C1(CC1)NC(C1=C(C=CC=C1)SC1=CC=C2C(=NNC2=C1)C#CC1=NC=C(C=C1)OCCN1CCCC1)=O N-cyclopropyl-2-{[3-(2-{5-[2-(pyrrolidin-1-yl)ethoxy]pyridin-2-yl}ethynyl)-1H-indazol-6-yl]thio}benzamide